3-((1R,5S,6r)-3-oxabicyclo[3.1.0]hexan-6-yl)-6-(2-fluorobenzyl)-7-hydroxy-3,6-dihydro-4H-pyrazolo[4,3-d][1,2,3]triazin-4-one [C@H]12COC[C@@H]2C1N1N=NC=2C(C1=O)=NN(C2O)CC2=C(C=CC=C2)F